tert-butyl 8-(5-(2-(2-(difluoromethoxy)phenoxy)acetyl)-4,5,6,7-tetrahydrothiazolo[5,4-c]pyridin-2-yl)-3,8-diazabicyclo[3.2.1]octane-3-carboxylate FC(OC1=C(OCC(=O)N2CC3=C(CC2)N=C(S3)N3C2CN(CC3CC2)C(=O)OC(C)(C)C)C=CC=C1)F